COC1=NN(C=C1C1=CC=2C(=NC=C(C2)C(=O)NC2=C(C=CC(=C2)C(NCCN2[C@H](CCC2)C)=O)C)N1)C (S)-2-(3-methoxy-1-methyl-1H-pyrazol-4-yl)-N-(2-methyl-5-((2-(2-methylpyrrolidin-1-yl)ethyl)carbamoyl)phenyl)-1H-pyrrolo[2,3-b]pyridine-5-carboxamide